C(CCCCCC)C1=CC=C(C=C1)C=CC(=O)C1=C(C=C(C=C1)OCC=C(C)C)O 3-(4-Heptylphenyl)-1-[2-hydroxy-4-(3-methylbut-2-enoxy)phenyl]prop-2-en-1-one